tert-butyl ((1-aminocyclohexyl)methyl)carbamate NC1(CCCCC1)CNC(OC(C)(C)C)=O